3-(5-Acetoxyamidinobenzimidazol-2-yl)-5-(4-acetoxyamidinophenyl)indole tert-butyl-4-(hydroxymethyl)-5,8,9,11-tetrahydropyrido[4',3':3,4]pyrazolo[5,1-b][1,3]oxazepine-10(2H)-carboxylate C(C)(C)(C)OC(=O)N1CC=2C(=NN3C2OCC=C(C3)CO)CC1.C(C)(=O)ONC(=N)C1=CC3=C(N=C(N3)C3=CNC2=CC=C(C=C32)C3=CC=C(C=C3)C(NOC(C)=O)=N)C=C1